2-[(3-bromo-2-fluorophenyl)methyl]-3-oxopyrrolidine-1-carboxylic acid tert-butyl ester C(C)(C)(C)OC(=O)N1C(C(CC1)=O)CC1=C(C(=CC=C1)Br)F